N1=C(C=CC=C1)NC(OC1=NC(=NC(=N1)NC1=CC(=CC(=C1)F)F)NC1(CC1)C)=O (4-(3,5-difluorophenylamino)-6-(1-methylcyclopropylamino)-1,3,5-triazin-2-yl) pyridin-2-ylcarbamate